OC1=CC=C2C3=C(C(OC2=C1)=O)C=C(C=C3)O 3,8-dihydroxybenzo[c]chromen-6-one